NC(C(=O)O)C1(CC1)C α-Amino-1-methylcyclopropaneacetic acid